N1(CCNCC1)C(C)C1=CC=C2C=CC=NC2=C1 7-(1-(piperazin-1-yl)ethyl)quinoline